C(#N)C1=CC=C(C2=C1C=CO2)COC2=CC=CC(=N2)C=2CC=NCC2 6-((4-cyanobenzofuran-7-yl)methoxy)-3',6'-Dihydro-[2,4'-bipyridyl]